(S)-(2R,3R,11bR)-3-isobutyl-9,10-dimethoxy-2,3,4,6,7,11b-hexahydro-1H-pyrido[2,1-a]isoquinolin-2-yl 2-((tert-butoxycarbonyl)amino)-3-methylbutanoate C(C)(C)(C)OC(=O)N[C@H](C(=O)O[C@@H]1C[C@H]2N(CCC3=CC(=C(C=C23)OC)OC)C[C@H]1CC(C)C)C(C)C